C(C1=CC=CC=C1)OC1=C(C(=C(C=C1)C#CC1[C@H]2CN(C[C@@H]12)C(=O)OC(C)(C)C)F)N1S(NC(C1)=O)(=O)=O tert-butyl (1S,5R,6S)-6-[2-[4-benzyloxy-2-fluoro-3-(1,1,4-trioxo-1,2,5-thiadiazolidin-2-yl)phenyl]ethynyl]-3-azabicyclo[3.1.0]hexane-3-carboxylate